4'-cyano-stilbene C(#N)C1=CC=C(C=CC2=CC=CC=C2)C=C1